C(C1=CC=CC=C1)OCOCCCC(CC(CC(CC(C)Br)C)C)C 10-bromo-4,6,8-trimethylundecyl benzyloxymethyl ether